BrC1=CN=C(S1)C(=O)N 5-bromo(1,3-thiazol-2-yl)carboxamide